FC1=C(C(=CC=C1)F)N1C(C(=CC2=C1N=C(N=C2)S(=O)C)C#N)=O 8-(2,6-difluorophenyl)-2-(methylsulfinyl)-7-oxo-7,8-dihydropyrido[2,3-d]pyrimidine-6-carbonitrile